ClC=1C=C(C2=C([C@@H](CO2)O)C1)S(=O)(=O)NC1=C(C(=C(C=C1)F)C1=CC=C2C=C(N=CC2=C1F)NC1CCN(CC1)C)F (3S)-5-chloro-N-(2,4-difluoro-3-{8-fluoro-3-[(1-methylpiperidin-4-yl)amino]isoquinolin-7-yl}phenyl)-3-hydroxy-2,3-dihydro-1-benzofuran-7-sulfonamide